[Pb].COC1=CC2=C(C(C=C(O2)[C@H]2OCCC2)=O)C=C1 (S)-7-methoxy-2-((S)-tetrahydrofuran-2-yl)benzopyran-4-one lead